methyl 2-p-toluenesulfonyloxy-2-methylpropionate CC1=CC=C(C=C1)S(=O)(=O)OC(C(=O)OC)(C)C